3-(1-(4-(tert-Butyl)benzyl)-4-ethyl-5-oxo-4,5-dihydro-1H-1,2,4-triazol-3-yl)propyl-[1,1'-biphenyl]-4-carboxylic Acid C(C)(C)(C)C1=CC=C(CN2N=C(N(C2=O)CC)CCCC2=C(C=CC(=C2)C(=O)O)C2=CC=CC=C2)C=C1